OC(C)(C)C1=CN=C(S1)[S@@](=O)(N)=NC(NC1=C2CCCC2=CC=2OCCC21)=O (R)-5-(2-hydroxy-propan-2-yl)-N'-((3,5,6,7-tetrahydro-2H-indeno[5,6-b]furan-4-yl)carbamoyl)thiazole-2-sulfonimidamide